C(C)N([C@H]1[C@H](CCC1)OC=1C=C2CN(C(C2=CC1)=O)C1C(NC(CC1)=O)=O)CCF 3-(5-(((1S,2R)-2-(ethyl(2-fluoroethyl)amino)cyclopentyl)oxy)-1-oxoisoindolin-2-yl)piperidine-2,6-dione